FC1(CCC(CC1)NC1=NC(=CC(=N1)C#N)C=1SC=C(N1)C)F 2-((4,4-difluorocyclohexyl)amino)-6-(4-methyl-thiazol-2-yl)pyrimidine-4-carbonitrile